Methyl 1-((3,3-difluoro-1-methylcyclobutyl)methyl)-4-iodo-3-(3-methoxybicyclo[1.1.1]pentan-1-yl)-1H-pyrazole-5-carboxylate FC1(CC(C1)(C)CN1N=C(C(=C1C(=O)OC)I)C12CC(C1)(C2)OC)F